C1(=CC=CC=C1)COC(=O)N1C(C2(C[C@H]1C)NC(COC2)=O)CC=2C(=C(C=CC2)C2=C(C=CC=C2)CCCC(=O)OC)F (3R)-1-{[2-fluoro-2'-(4-methoxy-4-oxobutyl)-[1,1'-biphenyl]-3-yl]methyl}-3-methyl-7-oxo-9-oxa-2,6-diazaspiro[4.5]decane-2-carboxylic acid phenylmethyl ester